2-(1-benzyl-3-methylazetidin-3-yl)pyridine C(C1=CC=CC=C1)N1CC(C1)(C)C1=NC=CC=C1